C(CCCCCCC\C=C/C\C=C/CCCCC)(=O)N[C@@H](CCC(=O)O)C(=O)O N-linoleoyl-glutamic acid